5-iodo-3,3-dimethyl-2-oxoindolin IC=1C=C2C(C(NC2=CC1)=O)(C)C